tert-butyl 4-(2-butyl-1-{[1-(2-methoxyethyl)hexahydropyridin-4-yl]methyl}-4-(tert-butylamino)thieno[3,2-b]imidazo[4,5-d]pyridin-7-yl)hexahydropyridine-1-carboxylate C(CCC)C1=NC=2C(=C3C(=NC2NC(C)(C)C)C=C(S3)C3CCN(CC3)C(=O)OC(C)(C)C)N1CC1CCN(CC1)CCOC